ClC=1C=C(NC2(CCC3([C@H](CC4=CC=CC=C34)C[C@@H](CO)C3=CC=CC=C3)CC2)C(=O)OC)C=CC1 methyl (1r,2'S,4S)-4-(3-chloroanilino)-2'-[(2R)-3-hydroxy-2-phenylpropyl]-2',3'-dihydrospiro[cyclohexane-1,1'-indene]-4-carboxylate